tert-butyl N-[(3R)-5-[(4-chlorophenyl)methyl]-7-[5-(3-fluoro-1-methyl-1-oxido-piperidin-1-ium-3-yl)-1,3,4-oxadiazol-2-yl]-1,1,4-trioxo-2,3-dihydro-1λ6,5-benzothiazepin-3-yl]carbamate ClC1=CC=C(C=C1)CN1C([C@H](CS(C2=C1C=C(C=C2)C=2OC(=NN2)C2(C[N+](CCC2)([O-])C)F)(=O)=O)NC(OC(C)(C)C)=O)=O